CC1=C2N=C3C(C4=C(C(C3=NC2=CC(=C1)N1CCN(CC1)C)=O)N=CC=C4)=O 7-Methyl-9-(4-methylpiperazin-1-yl)pyrido[2,3-b]phenazin-5,12-dion